ClC=1C(=CC=C2C=C(C=C(C12)[Sn](C)(C)C)OCOC)F [8-chloro-7-fluoro-3-(methoxymethoxy)-1-naphthyl]-trimethyl-stannane